C(C)(C)(C)C1=CC(=C(C=C1O)CC(=O)NC1=CC(=NC=C1)C(=O)NC(C)C#N)F 4-[[2-(4-tert-Butyl-2-fluoro-5-hydroxy-phenyl)acetyl]amino]-N-(1-cyanoethyl)pyridine-2-carboxamide